N-{(1S)-2-[((1S)-2-(1,3-benzothiazol-2-yl)-2-oxo-1-{[(3S)-2-oxopyrrolidin-3-yl]methyl}ethyl)amino]-1-(cyclopentylmethyl)-2-oxoethyl}-4-methoxy-1H-indole-2-carboxamide S1C(=NC2=C1C=CC=C2)C([C@H](C[C@H]2C(NCC2)=O)NC([C@H](CC2CCCC2)NC(=O)C=2NC1=CC=CC(=C1C2)OC)=O)=O